C[C@H]1CN(CC[C@@H]1C=1C=2N(C(=C(N1)C=1C=NNC1)N1CCCCC1)N=C(N2)N)S(=O)(=O)C ((3R,4S)-3-methyl-1-(methylsulfonyl)piperidin-4-yl)-5-(piperidin-1-yl)-6-(1H-pyrazol-4-yl)-[1,2,4]triazolo[1,5-a]pyrazin-2-amine